C(C)[C@H]1N(C[C@@H](N(C1)C=1C=2N(N(C(C1)=O)C)C=C(N2)CC#N)C)C(C)C2=C(C=C(C=C2)F)C(F)(F)F 2-(8-((2s,5r)-5-ethyl-4-(1-(4-fluoro-2-(trifluoromethyl)phenyl)ethyl)-2-methylpiperazin-1-yl)-5-methyl-6-oxo-5,6-dihydroimidazo[1,2-b]pyridazin-2-yl)acetonitrile